(S)-(+)-(2,2-dimethyl-[1,3]-dioxolan-4-yl)-methylamine CC1(OC[C@@H](O1)CN)C